4-phenyl-2-(2-fluorophenyl)aminothiazole-5-formamide C1(=CC=CC=C1)C=1N=C(SC1C(=O)N)NC1=C(C=CC=C1)F